(1R,3R)-2-(bicyclo[1.1.1]pentan-1-yl)-1-(2,6-difluoro-4-(((S)-1-(3-fluoropropyl)pyrrolidin-3-yl)oxy)phenyl)-3-methyl-2,3,4,9-tetrahydro-1H-pyrido[3,4-b]indole C12(CC(C1)C2)N2[C@@H](C=1NC3=CC=CC=C3C1C[C@H]2C)C2=C(C=C(C=C2F)O[C@@H]2CN(CC2)CCCF)F